CC1=CNC2=CC=C(C=C12)C(=O)O 3-methyl-1H-indole-5-carboxylic acid